N[C@@]1(CC[C@@H](OC1)C(=O)N1[C@H](C2=CC=CC=C2CC1)C1=CC=C(C=C1)F)CO ((2R,5S)-5-amino-5-(hydroxymethyl)tetrahydro-2H-pyran-2-yl)((S)-1-(4-fluorophenyl)-3,4-dihydroisoquinolin-2(1H)-yl)methanone